CO[C@@H]1C[C@@H](CC1)NC=1C2=C(N=C(N1)C=1N(C=CN1)C)SC(=C2C)C2=NN(C=C2)CCOC N-((1R,3S)-3-Methoxycyclopentyl)-6-(1-(2-methoxyethyl)-1H-pyrazol-3-yl)-5-methyl-2-(1-methyl-1H-imidazol-2-yl)thieno[2,3-d]pyrimidin-4-amine